((2R,6R)-4-(2,4-difluorobenzoyl)-2,6-dimethylpiperazin-1-yl)(2-fluoro-4-methoxyphenyl)methanone FC1=C(C(=O)N2C[C@H](N([C@@H](C2)C)C(=O)C2=C(C=C(C=C2)OC)F)C)C=CC(=C1)F